C(C1=CC(O)=C(O)C(O)=C1)(=O)C(=O)[C@H](O)[C@@H](O)[C@H](O)[C@H](O)CO galloyl-glucose